N-(2-(3-(5-isopropoxy-pyridin-2-yl)-1,2,4-oxadiazol-5-ylamino)pyridin-3-yl)-N-methyl-acetamide C(C)(C)OC=1C=CC(=NC1)C1=NOC(=N1)NC1=NC=CC=C1N(C(C)=O)C